P(=O)(OCC=C)(OCCC)[O-] allyl monopropyl phosphate